C(C1=CC=CC=C1)OCCC1=CC=C(C=C1)Br 1-(2-(benzyloxy)ethyl)-4-bromobenzene